tridecyloxy oxypropylene phosphate P1(=O)(OOCCCCCCCCCCCCC)OOCC(C)O1